ClC1=CC(=C(C=C1)NS(=O)(=O)C1C(CCCC1)=NOC)C(F)(F)F N-(4-chloro-2-trifluoromethyl-phenyl)-2-methoxyiminocyclohexanesulfonamide